C(C)OC(=O)C1=CC2=C(N=C(N2CC2=CN=CN2CC)CCl)S1 2-(chloromethyl)-1-((1-ethyl-1H-imidazol-5-yl)methyl)-1H-thieno[2,3-d]Imidazole-5-carboxylic acid ethyl ester